CNS(=O)(=O)C1=CC(=C(C=C1)OC1=CC=C(C=C1)C(F)(F)F)C=1N=C(N2C1COCC2)C N-methyl-3-(3-methyl-5,6-dihydro-8H-imidazo[5,1-c][1,4]oxazin-1-yl)-4-[4-(trifluoromethyl)phenoxy]benzene-1-sulfonamide